4-[[3-[4-(difluoromethoxy)phenyl]imidazo[1,2-a]pyrazin-8-yl]amino]-N,2-dimethyl-N-[2-(4-piperidyl)ethyl]benzamide FC(OC1=CC=C(C=C1)C1=CN=C2N1C=CN=C2NC2=CC(=C(C(=O)N(CCC1CCNCC1)C)C=C2)C)F